6-[3-(6-methoxy-3-pyridyl)-7,8-dihydro-5H-1,6-naphthyridin-6-yl]-5-methyl-pyridine COC1=CC=C(C=N1)C=1C=NC=2CCN(CC2C1)C1=C(C=CC=N1)C